FC1=C(C(=O)N[C@H](C(F)(F)F)C)C=C(C(=C1)N1CC(C1)O)F (S)-2,5-difluoro-4-(3-hydroxyazetidin-1-yl)-N-(1,1,1-trifluoropropan-2-yl)benzamide